C(CCC)[Sn](CCCC)(Br)Br Dibutyltin dibromide